6-(4-hexylphenyl)nicotinaldehyde C(CCCCC)C1=CC=C(C=C1)C1=NC=C(C=O)C=C1